NC=1C2=C(N=CN1)N(C=C2C#CC2=C(C=C(C=C2F)N2CC(C2)O)F)[C@@H]2O[C@@H]([C@H]([C@H]2O)O)CNS(N)(=O)=O 4-amino-5-[2-[2,6-difluoro-4-(3-hydroxyazetidin-1-yl)phenyl]ethynyl]-7-[(2R,3R,4S,5R)-3,4-dihydroxy-5-[(sulfamoylamino)methyl]tetrahydrofuran-2-yl]pyrrolo[2,3-d]pyrimidine